dodecan-7,9-dien-1-yl acetate C(C)(=O)OCCCCCCC=CC=CCC